C(C(=C)C)(=O)OCCCCO[Si](C(C)C)(C(C)C)C(C)C γ-methacryloxypropyl-triisopropylmethoxysilane